C(C1=CC=CC=C1)OC1CC(C1)(F)C=1SC(=C(N1)C(F)(F)F)C1=NC(=NC=C1F)NC1CCN(CC1)S(=O)(=O)C 4-[2-(3-benzyloxy-1-fluoro-cyclobutyl)-4-(trifluoromethyl)thiazol-5-yl]-5-fluoro-N-(1-methylsulfonyl-4-piperidyl)pyrimidin-2-amine